S1C=CC=NC=C1 [1,5]thiazepine